2-(4-amino-9H-pyrido[3',2':4,5]pyrrolo[2,3-d]pyrimidin-9-yl)acetic acid NC=1C2=C(N=CN1)N(C1=C2C=CC=N1)CC(=O)O